BrC=1C=C(C=CC1CO)CC#N 2-(3-bromo-4-(hydroxymethyl)phenyl)acetonitrile